thiomorpholine-1,1-Dioxide N1CCS(CC1)(=O)=O